FC1(C2=CC=CC(=C2C=2C=C(C=CC12)C(=O)NCC(=O)O)C)F (9,9-difluoro-5-methyl-9H-fluorene-3-carbonyl)glycine